3,3'-disulfanediylbis(propan-1-ol) S(SCCCO)CCCO